C1NCC12CCC(CC2)N2CC1=C(C=C(C=C1CC2)C(=O)OC)F methyl 2-(2-azaspiro[3.5]nonan-7-yl)-8-fluoro-3,4-dihydro-1H-isoquinoline-6-carboxylate